C(C)(C)(C)C1=CC(=NC=C1)C1=CC=CC2=C1OC1=C2C=CC=C1[Si](C)(C)C 4-(Tert-butyl)-2-(6-(trimethylsilyl)dibenzo[b,d]furan-4-yl)pyridine